OC1(CCN(CC1)C(=O)[C@H]1[C@@H](CN(CC1)C(=O)C1=C(N=C(S1)C=1C=NC(=CC1)C)C)C1=CC=CC=C1)CN1C=NC2=C(C1=O)C=NN2C2=CC=C(C=C2)OC 5-[[4-hydroxy-1-[(3R,4R)-1-[4-methyl-2-(6-methyl-3-pyridyl)thiazole-5-carbonyl]-3-phenyl-piperidine-4-carbonyl]-4-piperidinyl]methyl]-1-(4-methoxyphenyl)pyrazolo[3,4-d]pyrimidin-4-one